FC1(CC(C1)(CC1=NN=CN1C)C=1C=C(C=CC1)N1C(C2=CC(=CC(=C2C1)C(F)(F)F)CNC1(CC1)COC)=O)F 2-(3-(3,3-difluoro-1-((4-methyl-4H-1,2,4-triazol-3-yl)methyl)cyclobutyl)phenyl)-6-(((1-(methoxymethyl)cyclopropyl)amino)methyl)-4-(trifluoromethyl)isoindolin-1-one